N1(CCCC1)CC1=C(C=CC2=CC=CC=C12)O (pyrrolidinylmethyl)naphthalen-2-ol